N1(CCCCC1)C1CCN(CC1)C(=O)N (1,4'-bipiperidine)-1'-carboxamide